2-(6-{[(2s,4s)-1,2-dimethylpiperidin-4-yl](methyl)amino}[1,3]thiazolo[4,5-c]pyridazin-3-yl)-5-(1H-pyrazol-4-yl)phenol trifluoroacetate FC(C(=O)O)(F)F.CN1[C@H](C[C@H](CC1)N(C=1SC2=C(N=NC(=C2)C2=C(C=C(C=C2)C=2C=NNC2)O)N1)C)C